6-(1-phenyl-2-(3-(pyridin-4-yl)benzoylamino)-1H-imidazol-4-yl)hexanoic acid methyl ester COC(CCCCCC=1N=C(N(C1)C1=CC=CC=C1)NC(C1=CC(=CC=C1)C1=CC=NC=C1)=O)=O